N1(C=NC=C1)N1N=CC=2N=CN=CC21 (1H-imidazol-1-yl)-1H-pyrazolo[4,3-d]pyrimidine